O[C@@]1([C@H](CC1)OC1=NN(C=C1NC=1N=CC2=C(N1)N(C(=C2)C#N)[C@H](COC)C)C([2H])([2H])[2H])C 2-((3-((1S,2S)-2-hydroxy-2-methylcyclobutoxy)-1-(methyl-d3)-1H-pyrazol-4-yl)amino)-7-((S)-1-methoxypropane-2-yl)-7H-pyrrolo[2,3-d]pyrimidine-6-carbonitrile